[1,2,3,4-tetrahydro-7-morpholin-yl-2,3-dioxo-6-(trifluoromethyl)quinoxaline-1-yl]methylphosphonate N1(CCOCC1)C1=C(C=C2NC(C(N(C2=C1)CP([O-])([O-])=O)=O)=O)C(F)(F)F